(4-amino-1,2-phenylene)bis(phenylsulfane) NC1=CC(=C(C=C1)SC1=CC=CC=C1)SC1=CC=CC=C1